C1(CCCC1)NC(=O)C1C(C2=CC=C(C=C2C1=O)C(C(F)(F)F)(C(F)(F)F)C=1C=C2C(C(C(C2=CC1)=O)C(NC1CCCC1)=O)=O)=O N-cyclopentyl-5-{2-[2-(cyclopentylcarbamoyl)-1,3-dioxo-2,3-dihydro-1H-inden-5-yl]-1,1,1,3,3,3-hexafluoropropan-2-yl}-1,3-dioxo-2,3-dihydro-1H-indene-2-carboxamide